NCC(C(=O)OCC)(C1=CC(=CC=C1)Cl)O ethyl 3-amino-2-(3-chlorophenyl)-hydroxypropionate